FC1=CC=C(C=C1)NC(=O)C=1C(NC(CC1O)C1=CC(=C(C=C1)C(F)(F)F)C=1C=NC(=CC1)F)=O N-(4-fluorophenyl)-6-[3-(6-fluoropyridin-3-yl)-4-(trifluoromethyl)phenyl]-4-hydroxy-2-oxo-1,2,5,6-tetrahydropyridine-3-carboxamide